3-((4-isopropyl-1-methylcyclohex-2-en-1-yl)thio)propanoic acid C(C)(C)C1C=CC(CC1)(C)SCCC(=O)O